O=C1C2(CCN(C2)C(=O)C2=CC3=C(N=C(S3)NC(OC(C)(C)C)=O)C=C2)CCC(N1)=O tert-butyl (6-(6,8-dioxo-2,7-diazaspiro[4.5]decane-2-carbonyl) benzo[d]thiazol-2-yl)carbamate